O=C1C(=C(C=NN1)NC(COCCC(=O)O)C)C(F)(F)F 3-(2-((6-oxo-5-(trifluoromethyl)-1,6-dihydropyridazin-4-yl)amino)propoxy)propionic acid